CC=1C=C(C=NC1C(F)(F)F)NC(C(=O)O)=O 2-[[5-methyl-6-(trifluoromethyl)-3-pyridyl]amino]-2-oxo-acetic acid